CC1=C(C(=C(C1([Rh+2])C)C)C)C Pentamethylcyclopentadienylrhodium(III)